NCC1=CC=C(C=C1)N1C(=NC=2C1=NC(=CC2)C=2C=NC=CC2)C=2C(=NC=CC2)N 3-[3-[4-(Aminomethyl)phenyl]-5-(3-pyridyl)imidazo[4,5-b]pyridin-2-yl]pyridin-2-amine